1,4-dimethyl-3-octylimidazole CN1CN(C(=C1)C)CCCCCCCC